benzyl (6-(bis(2-(((2S,3S,4S,5S,6R)-3,4,5-trihydroxy-6-(hydroxymethyl)tetrahydro-2H-pyran-2-yl)oxy)ethyl)amino)-6-oxohexyl)carbamate O[C@@H]1[C@H](O[C@@H]([C@H]([C@@H]1O)O)CO)OCCN(C(CCCCCNC(OCC1=CC=CC=C1)=O)=O)CCO[C@H]1O[C@@H]([C@H]([C@@H]([C@@H]1O)O)O)CO